C(C)OC1=NC(=CC=C1)OCC 2,6-diethoxypyridine